(3R)-1-(7-(8-ethyl-7-fluoro-3-hydroxynaphthalen-1-yl)-6,8-difluoro-2-((2-methylenetetrahydro-1H-pyrrolizin-7a(5H)-yl)methoxy)quinazolin-4-yl)-3-methylpiperidin-3-ol C(C)C=1C(=CC=C2C=C(C=C(C12)C1=C(C=C2C(=NC(=NC2=C1F)OCC12CCCN2CC(C1)=C)N1C[C@@](CCC1)(O)C)F)O)F